1-(3-oxetanyl)-1H-pyrazole-4-boronic acid pinacol ester O1CC(C1)N1N=CC(=C1)B1OC(C)(C)C(C)(C)O1